O=C1NC=C(C2=CC=C(C=C12)O[C@@H](C(=O)N1C[C@H](OCC1)C(=O)N)C)C1=C(C=CC=C1)C (S)-4-((R)-2-((1-oxo-4-(o-tolyl)-1,2-dihydroisoquinolin-7-yl)oxy)propanoyl)morpholine-2-carboxamide